CC(C(C(C(=O)[O-])(Cl)Cl)(Cl)Cl)(CCCCCCCCCCCCCC)Cl methylpentachlorooctadecanoate